O1CCC(CC1)N1C(=NC(=C1)C(F)(F)F)C1=CC=C(C=C1)CN (4-(1-(tetrahydro-2H-pyran-4-yl)-4-(trifluoromethyl)-1H-imidazol-2-yl)phenyl)methanamine